3-(5-((1-Acryloylazetidin-2-yl)methoxyl-6-aminopyrimidin-4-yl)-5-fluoro-2-methylphenyl)-4-cyclopropyl-2-fluorobenzamide C(C=C)(=O)N1C(CC1)COC1=NC(=CC(=N1)C1(CC=C(C(=C1)C=1C(=C(C(=O)N)C=CC1C1CC1)F)C)F)N